5-chloro-3-((4-((dieth-ylamino)methyl)phenylimino)methyl)-2-hydroxyphenyl nicotinate C(C1=CN=CC=C1)(=O)OC1=C(C(=CC(=C1)Cl)C=NC1=CC=C(C=C1)CN(CC)CC)O